NC1=CC(=C(C=C1)C=1N(C2=C(N1)C(N(C21C(NC2=CC(=CC=C21)Cl)=O)C2=C(C=CC(=C2)Cl)F)=O)C(C)C)OC 2'-(4-amino-2-methoxyphenyl)-6-chloro-5'-(5-chloro-2-fluorophenyl)-3'-isopropyl-3'H-spiro[indoline-3,4'-pyrrolo[3,4-d]imidazole]-2,6'(5'H)-dione